tert-butyl 4-(7-fluoroimidazo[1,2-a]pyridin-3-yl)-7-((6'-methyl-1-(oxetan-3-yl)-6',7'-dihydrospiro[piperidine-4,5'-pyrrolo[3,4-b]pyridin]-2'-yl) amino)-1-oxoisoindoline-2-carboxylate FC1=CC=2N(C=C1)C(=CN2)C2=C1CN(C(C1=C(C=C2)NC2=CC=C1C(=N2)CN(C12CCN(CC2)C2COC2)C)=O)C(=O)OC(C)(C)C